O(C1=CC=CC=C1)C(CCC(=O)NCC(=O)OC)C methyl (4-phenoxypentanoyl)glycinate